ClC1=CC=C(COC2=CC(=C(/C=C/C(=O)OCC)C=C2)O)C=C1 (E)-Ethyl 4-(4-chlorobenzyloxy)-2-hydroxycinnamate